ClCC1=NC2=C(N1C[C@H]1OCC1)C=CC(=C2)I (S)-2-(chloromethyl)-5-iodo-1-(oxetan-2-ylmethyl)-1H-benzo[d]imidazole